[OH-].CN1C(=[NH+]C=C1)C 1,2-dimethyl-1H-imidazolium hydroxide